7-Bromo-1-(4-difluoromethoxyphenyl)-2,3,4,9-tetrahydro-1H-β-carboline hydrochloride Cl.BrC1=CC=C2C=3CCNC(C3NC2=C1)C1=CC=C(C=C1)OC(F)F